4,7-dihydroindole-2,3-dione N1C(C(C=2CC=CCC12)=O)=O